FC(C=1N=CC=2N(C1)C(=CN2)C2=NC=CC(=N2)C=2C=C(CNS(=O)(=O)C)C=CC2)F N-(3-(2-(6-(Difluoromethyl)imidazo[1,2-a]pyrazin-3-yl)pyrimidin-4-yl)benzyl)methanesulfonamide